tert-butyl N-[(1S)-1-(dicyclopropylmethyl)-2-[4-(3,5-dimethylimidazol-4-yl)anilino]-2-oxo-ethyl]carbamate C1(CC1)C([C@@H](C(=O)NC1=CC=C(C=C1)C=1N(C=NC1C)C)NC(OC(C)(C)C)=O)C1CC1